CC(C)(NC(CCCCCCCCCCCCCCCCC)=O)N1C(=NCC1)C(CCCCCCCCCCCCCCCCC)=O 1-methyl-1-stearamidoethyl-2-stearoylimidazoline